1,4-diazabicyclo[2.2.2]octan-1-ium TFA salt [O-]C(=O)C(F)(F)F.[NH+]12CCN(CC1)CC2